2-(3-chloro-6-(2-(4-cyclopropylpyrimidin-5-yl)-4-fluorophenoxy)-1,2,4-triazin-5-yl)-2,7-diazaspiro[3.5]Nonane-7-carboxylic acid tert-butyl ester C(C)(C)(C)OC(=O)N1CCC2(CN(C2)C=2N=C(N=NC2OC2=C(C=C(C=C2)F)C=2C(=NC=NC2)C2CC2)Cl)CC1